(R or S)-3-(5-(difluoromethyl)-1,3,4-thiadiazol-2-yl)-8-(5-(methoxymethyl)-3,3-dimethylpiperazin-1-yl)-N-(3-methyloxetan-3-yl)imidazo[1,5-a]pyridine-6-sulfonamide FC(C1=NN=C(S1)C1=NC=C2N1C=C(C=C2N2CC(N[C@H](C2)COC)(C)C)S(=O)(=O)NC2(COC2)C)F |o1:20|